C(F)(F)(F)F.[Mg] magnesium carbon fluoride